N[C@@H](CCC(=O)O)C(=O)N[C@@H](CCC)C(=O)NCC(=O)O GLUTAMYL-NORVALYL-GLYCINE